6-(5-Chloro-2-(((1r,4r)-4-((2-methoxyethyl)amino)cyclohexyl)amino)pyridin-4-yl)-3,4-Dihydroisoquinolin ClC=1C(=CC(=NC1)NC1CCC(CC1)NCCOC)C=1C=C2CCN=CC2=CC1